[Ni+].P([O-])([O-])=O.C[NH+](C)C trimethyl-ammonium phosphonate nickel